3-(N-(tert-Butoxycarbonyl)-2-(4-methylpiperazin-1-yl)ethylsulphonylamino)-4-methoxybenzoic acid C(C)(C)(C)OC(=O)N(C=1C=C(C(=O)O)C=CC1OC)S(=O)(=O)CCN1CCN(CC1)C